O1CC(C1)CCCCCCCCCCC(=O)O 11-(oxetan-3-yl)undecanoic acid